(2S)-2-[[(2S,5R)-2-(cyclopropylmethoxycarbamoyl)-3-methyl-7-oxo-1,6-diazabicyclo[3.2.1]oct-3-en-6-yl] oxy]-2-fluoroacetate C1(CC1)CONC(=O)[C@H]1N2C(N([C@H](C=C1C)C2)O[C@H](C(=O)[O-])F)=O